aluminum-silver oxide [O-2].[Ag+].[Al+3].[O-2]